OC1=CC=C2C(C(=COC2=C1)C1=CC=C(C=C1)O)=O 7,4'-Dihydroxy-Isoflavone